ClC=1C(=CC(=NC1C1N(C2=C(N1C)C=CC(=C2)C(F)(F)F)OCC)C(=O)N)C 5-chloro-N'-ethoxy-4-methyl-6-[1-methyl-5-(trifluoromethyl)benzimidazol-2-yl]pyridine-2-carboxamide